N1(C=NC=C1)[C@@H]1CC2=CC[C@H]3[C@@H]4CC=C([C@@]4(C)CC[C@@H]3[C@]2(CC1)C)N1C=NC2=C1C=CC=C2 3β-{1H-Imidazol-1-yl}-17-(1H-benzimidazol-1-yl)androsta-5,16-dien